methylpinacol borate B(O)(O)O.CCC(O)(C)C(C)(C)O